4-(9-(4-methoxyphenyl)-8-methyl-6-(2-(3-methylbenzylidene)hydrazinyl)-9H-purin-2-yl)morpholine COC1=CC=C(C=C1)N1C2=NC(=NC(=C2N=C1C)NN=CC1=CC(=CC=C1)C)N1CCOCC1